(S)-1-(methylamino)propan-2-ol CNC[C@H](C)O